Cl.CN1C(N(C2=C1C(=CC=C2)CN2CCC(CC2)NC)C2C(NC(CC2)=O)=O)=O 3-(3-Methyl-4-{[4-(methylamino)piperidin-1-yl]methyl}-2-oxo-1,3-benzodiazol-1-yl)piperidine-2,6-dione hydrochloride